Cis-(4aS,10bS)-8-cyclopropyl-2,3,4,4a,6,10b-hexahydro-1H-isochromeno[4,3-b]pyridine C1(CC1)C=1C=CC2=C(C1)CO[C@@H]1[C@H]2NCCC1